N-(5-(3-cyano-4-((1-phenylethyl)amino)quinolin-6-yl)-2-methylpyridin-3-yl)methanesulfonamide C(#N)C=1C=NC2=CC=C(C=C2C1NC(C)C1=CC=CC=C1)C=1C=C(C(=NC1)C)NS(=O)(=O)C